COC=1C=C(C=NNC2=NC=NC3=C2N=CN=C3NC3=CC(=CC=C3)OC)C=CC1OC 8-(2-(3,4-dimethoxybenzylidene)hydrazineyl)-N-(3-methoxyphenyl)pyrimido[5,4-d]pyrimidin-4-amine